N-(3-(((7-(1H-pyrazol-4-yl)-2,3-dihydrofuro[3,2-c]pyridin-4-yl)amino)methyl)phenyl)-1,2,3,4-tetrahydroisoquinoline-6-carboxamide N1N=CC(=C1)C=1C2=C(C(=NC1)NCC=1C=C(C=CC1)NC(=O)C=1C=C3CCNCC3=CC1)CCO2